9,9-bis(fluorophenyl)fluorene tert-butyl-(R)-(4-chloro-3-oxobutan-2-yl)carbamate C(C)(C)(C)N(C(O)=O)[C@H](C)C(CCl)=O.FC1=C(C=CC=C1)C1(C2=CC=CC=C2C=2C=CC=CC12)C1=C(C=CC=C1)F